1-(5-(2-methoxy-6-methylpyridin-3-yl)imidazo[2,1-b][1,3,4]thiadiazol-2-yl)-3-methylpyrrolidin-3-amine COC1=NC(=CC=C1C1=CN=C2SC(=NN21)N2CC(CC2)(N)C)C